N[C@]1(CC[C@](C=2C=CC=NC12)(C(=O)NCC1=C(C=C(C=C1)Cl)Cl)F)CO |o1:1,4| (5S*,8S*)-8-amino-N-(2,4-dichloro-benzyl)-5-fluoro-8-(hydroxymethyl)-5,6,7,8-tetrahydroquinoline-5-carboxamide